C1OC2=CSC=C2OC1 3,4-ethylenedioxythiophene